Methyl 4-(difluoromethoxy)-3-[(Z)-2-fluoro-2-(4,4,5,5-tetramethyl-1,3,2-dioxaborolan-2-yl)ethenyl]benzoate FC(OC1=C(C=C(C(=O)OC)C=C1)\C=C(\B1OC(C(O1)(C)C)(C)C)/F)F